ClC1=NC=CC(=N1)N([C@H]1CNCCC1)C1CC1 (R)-2-chloro-N-cyclopropyl-N-(piperidin-3-yl)pyrimidin-4-amine